(1S,3S)-3-((6-(5-(((5-butyl-1,2,4-triazin-3-yl)amino)methyl)-1-methyl-1H-1,2,3-triazol-4-yl)-2-methylpyridin-3-yl)oxy)cyclohexane-1-carboxylic acid methyl ester COC(=O)[C@@H]1C[C@H](CCC1)OC=1C(=NC(=CC1)C=1N=NN(C1CNC=1N=NC=C(N1)CCCC)C)C